methyl (2,2-difluorobenzo[d][1,3]dioxol-5-yl)-D-prolinate FC1(OC2=C(O1)C=CC(=C2)N2[C@H](CCC2)C(=O)OC)F